FC1=C(C=O)C=CC(=C1)C1COC1 2-fluoro-4-(oxetan-3-yl)benzaldehyde